6-(benzyloxy)-3-((dimethylamino)methyl)benzo[c][1,2]oxaborol-1(3H)-ol C(C1=CC=CC=C1)OC=1C=CC2=C(B(OC2CN(C)C)O)C1